(1R,2S)-N-(7-chloro-6-(4-((3R,4R)-4-hydroxy-3-methyltetrahydrofuran-3-yl)piperazin-1-yl)isoquinolin-3-yl)-2-(methoxymethyl)cyclobutane-1-carboxamide ClC1=C(C=C2C=C(N=CC2=C1)NC(=O)[C@H]1[C@H](CC1)COC)N1CCN(CC1)[C@@]1(COC[C@@H]1O)C